C1(=C(C=CC=C1)OP(OC1=C(C=CC=C1)C)OC1=C(C=CC=C1)C)C tri-o-toluylphosphite